OC1CC(C1)N1N=C2C=C(C(=CC2=C1)C(=O)OC)OC(C)C methyl 2-((1r,3r)-3-(hydroxy) cyclobutyl)-6-isopropoxy-2H-indazole-5-carboxylate